BrC1=CC(=NC=C1)NC(=O)[C@@H]1[C@@H](C1)F (1R,2R)-N-(4-bromopyridin-2-yl)-2-fluorocyclopropane-1-carboxamide